C(C1CO1)OCCC[Si](O)(CCCOCC1CO1)CCCOCC1CO1 tris-(3-glycidoxypropyl)hydroxysilane